C(C)(C)(C)OC(=O)C1CCC(=CC1)C1=CC=CC=C1 2,3,4,5-tetrahydro-[1,1'-biphenyl]-4-carboxylic acid tert-butyl ester